3-bromo-7-(dimethylamino)-5,6,7,9-tetrahydropyrido[2,3-b]azepin-8-one BrC1=CC2=C(NC(C(CC2)N(C)C)=O)N=C1